4-(4-((2-(3-(difluoromethyl)bicyclo[1.1.1]pentan-1-yl)-5,5-dimethylcyclohex-1-en-1-yl)methyl)piperazin-1-yl)benzoic acid FC(C12CC(C1)(C2)C2=C(CC(CC2)(C)C)CN2CCN(CC2)C2=CC=C(C(=O)O)C=C2)F